(3S,4aR,9aR)-4a-hydroxy-9a-methyl-3-(4-(methylthio)phenyl)-2,3,4,4a,9,9a-hexahydro-1H-fluoren-1-one O[C@]12C[C@@H](CC([C@@]2(CC2=CC=CC=C12)C)=O)C1=CC=C(C=C1)SC